N-(2-hydroxybenzyl)-2,5-dimethoxy-4-iodo-phenethyl-amine OC1=C(CNCCC2=C(C=C(C(=C2)OC)I)OC)C=CC=C1